Capryloyl chloride C(CCCCCCC)(=O)Cl